(3-bromo-4-fluorophenyl)-3-(4-((2-bromoethyl)amino)-1,2,5-oxadiazol-3-yl)-1,2,4-oxadiazol-5(4H)-one BrC=1C=C(C=CC1F)N1C(=NOC1=O)C1=NON=C1NCCBr